8-(6-methoxypyridin-3-yl)-3-methyl-1-[4-(piperazin-1-yl)-3-(trifluoromethyl)phenyl]-1H,2H,3H-imidazo[4,5-c]quinolin-2-one COC1=CC=C(C=N1)C1=CC=2C3=C(C=NC2C=C1)N(C(N3C3=CC(=C(C=C3)N3CCNCC3)C(F)(F)F)=O)C